FC=1C=C(C=CC1)S(=O)(=O)OC1=CC=C(C=2CC3N(CC12)CCC=1C=C(C=CC13)OC)Br 12-bromo-3-methoxy-5,6,7,8,13,13a-hexahydroisoquinolino[2,1-b]isoquinolin-9-yl 3-fluorobenzenesulfonate